N-[4-(1,1,1,3,3,3-Hexafluoro-2-hydroxypropan-2-yl)phenyl]-2-[(cis-3-hydroxycyclobutyl)carbonyl]-5-(methylsulfonyl)-2,3-dihydro-1H-isoindole-1-carboxamide FC(C(C(F)(F)F)(O)C1=CC=C(C=C1)NC(=O)C1N(CC2=CC(=CC=C12)S(=O)(=O)C)C(=O)[C@@H]1C[C@@H](C1)O)(F)F